3-iodo-1H-indazole-7-carbonitrile IC1=NNC2=C(C=CC=C12)C#N